2,7,10-trimethylacridine CC1=CC=2CC3=CC(=CC=C3N(C2C=C1)C)C